C(CS(=O)(=O)[O-])S(=O)(=O)[O-] ethanedisulphonate